N1N=CC2=CC(=CC=C12)NC1=NC(=NC=C1)N1CC(NCC1)=O 4-(4-((1H-indazol-5-yl)amino)pyrimidin-2-yl)piperazin-2-one